methyl 5-((2-fluorobenzyl) oxy)-2-methylbenzo[b]thiophene-3-carboxylate FC1=C(COC2=CC3=C(SC(=C3C(=O)OC)C)C=C2)C=CC=C1